4-(5-nitro-1,3-dioxoisoindolin-2-yl)-2-(trifluoromethyl)benzonitrile [N+](=O)([O-])C=1C=C2C(N(C(C2=CC1)=O)C1=CC(=C(C#N)C=C1)C(F)(F)F)=O